1,1-dibutyl-piperidinium triflate [O-]S(=O)(=O)C(F)(F)F.C(CCC)[N+]1(CCCCC1)CCCC